CN(C)CCCN1N(N(CCC1)CCCN(C)C)CCCN(C)C tris(dimethylaminopropyl)-hexahydro-triazine